BrC1=C2CNC(C2=CC(=C1)CO)=O 4-bromo-6-(hydroxymethyl)-2,3-dihydro-isoindol-1-one